C(C)N(C(=O)C1=C(C=CC(=C1)F)N1C=C(C=2C1=CN=CC2)C2CN(CC2)C(=O)OC(C)(C)C)C(C)C tert-butyl 3-(1-(2-(ethyl(isopropyl) carbamoyl)-4-fluorophenyl)-1H-pyrrolo[2,3-c]pyridin-3-yl)pyrrolidine-1-carboxylate